ClC1=C2C(=C(C(NC2=CC=N1)=O)CC(=O)[O-])C (5-chloro-4-methyl-2-oxo-1H-1,6-naphthyridin-3-yl)acetate